ClC=1C=2C(C(=NN1)N[C@H](C)C1=C(C(=CC=C1)S(=O)(=O)C(F)F)C)=CN(C(C2)=O)C2(CC2)C (R)-1-chloro-4-((1-(3-((difluoromethyl)sulfonyl)-2-methylphenyl)ethyl)amino)-6-(1-methylcyclopropyl)pyrido[3,4-d]pyridazin-7(6H)-one